C(C)(=O)N1CCC2(CN(C(N2CC2=C(C(=CC=C2)F)C)=O)C2=NC(=C(C=C2)C=2C=NNC2)OC)CC1 8-acetyl-1-(3-fluoro-2-methylbenzyl)-3-(6-methoxy-5-(1H-pyrazol-4-yl)pyridin-2-yl)-1,3,8-triazaspiro[4.5]decan-2-one